3-{[5-(2-Chloro-6-fluorophenyl)-1-trityl-1H-indazol-3-yl]carbamoyl}piperidine-1-carboxylic acid tert-butyl ester C(C)(C)(C)OC(=O)N1CC(CCC1)C(NC1=NN(C2=CC=C(C=C12)C1=C(C=CC=C1F)Cl)C(C1=CC=CC=C1)(C1=CC=CC=C1)C1=CC=CC=C1)=O